2,3-Dichloro-9,10-bis(phenylethynyl)-Anthracen ClC1=CC2=C(C3=CC=CC=C3C(=C2C=C1Cl)C#CC1=CC=CC=C1)C#CC1=CC=CC=C1